C(C)(=O)NC=1C=C(C=CC1)NC(C(=O)NCCC1=C(N=C(S1)N1C[C@@H](OCC1)C(F)(F)F)C)=O (R)-N1-(3-acetamidophenyl)-N2-(2-(4-methyl-2-(2-(trifluoromethyl)morpholino)thiazol-5-yl)ethyl)oxalamide